4-chloro-2-(3-fluoropyridin-4-yl)-1,7-naphthyridine ClC1=CC(=NC2=CN=CC=C12)C1=C(C=NC=C1)F